4-((E)-2,3-di(t-butoxycarbonyl)guanidino)benzamide C(C)(C)(C)OC(=O)/N=C(\NC1=CC=C(C(=O)N)C=C1)/NC(=O)OC(C)(C)C